ClC1=C(C=CC(=C1)C(COC)(C)N=C=S)F 2-chloro-1-fluoro-4-(2-isothiocyanato-1-methoxyprop-2-yl)benzene